1-(2-(3-chlorophenyl)-2-(4-chlorophenyl)vinyl)tetrahydro-1H-thiophen-1-ium triflate [O-]S(=O)(=O)C(F)(F)F.ClC=1C=C(C=CC1)C(=C[S+]1CCCC1)C1=CC=C(C=C1)Cl